NC1CCC(CC1)N1C2=NC(=NC=C2N=C1NC1=CC(=CC=C1)Cl)NC1CC1 9-((1r,4r)-4-aminocyclohexyl)-N8-(3-chlorophenyl)-N2-cyclopropyl-9H-purine-2,8-diamine